tetrahydrophthalic acid (anhydride) C1(C2C(C(=O)O1)CCC=C2)=O